ClC(CF)(F)F 1-chloro-1,1,2-trifluoroethane